N[C@H]1C(N(CC1)[C@H](C(=O)O)CC(C)C)=O (S)-2-((R)-3-amino-2-oxopyrrolidin-yl)-4-methylpentanoic acid